(5-((3-fluoro-4-methoxybenzyl)amino)-2-morpholinophenyl)(piperidin-1-yl)methanone FC=1C=C(CNC=2C=CC(=C(C2)C(=O)N2CCCCC2)N2CCOCC2)C=CC1OC